3-methyl-5-(2-(1-methyl-1H-pyrazol-3-yl)ethyl)pyridin CC=1C=NC=C(C1)CCC1=NN(C=C1)C